5-(4-((1S,2S)-2-(difluoromethyl)cyclopropyl)-1-methyl-1H-pyrazolo[3,4-B]pyridin-6-yl)pyrimidine-2,4(1H,3H)-dione FC([C@@H]1[C@H](C1)C1=C2C(=NC(=C1)C=1C(NC(NC1)=O)=O)N(N=C2)C)F